2-Nitrophenylbutyrate [N+](=O)([O-])C1=C(C=CC=C1)OC(CCC)=O